(2S,5S)-19-(2,5-dioxo-2,5-dihydro-1H-pyrrol-1-yl)-5-isopropyl-2-methyl-4,7,17-trioxo-10,13-dioxa-3,6,16-triazanonadecanamide O=C1N(C(C=C1)=O)CCC(NCCOCCOCCC(N[C@H](C(N[C@H](C(=O)N)C)=O)C(C)C)=O)=O